N[C@@H](CCCNC(OCCCC1=C(C(=C(C(=C1C)OC)C)C)OC)=O)C(=O)NC(C)C (S)-3-(2,5-dimethoxy-3,4,6-trimethylphenyl)propyl (4-amino-5-(isopropylamino)-5-oxopentyl)carbamate